4-(5-cyclopropyl-1,2-oxazol-3-yl)-4-methylpiperidine hydrochloride Cl.C1(CC1)C1=CC(=NO1)C1(CCNCC1)C